2-[(4-methoxyphenyl)methyl]-5-nitro-2,3-dihydro-1H-isoindol-1-one COC1=CC=C(C=C1)CN1C(C2=CC=C(C=C2C1)[N+](=O)[O-])=O